(R)-(1,3-dimethyl-azetidin-3-yl)-(4-isopropyl-phenyl)-[5-(1-isopropyl-5-propyl-1H-[1,2,4]triazol-3-yl)-pyridin-3-yl]-methanol CN1CC(C1)(C)[C@@](O)(C=1C=NC=C(C1)C1=NN(C(=N1)CCC)C(C)C)C1=CC=C(C=C1)C(C)C